2-(5-Iodopyrimidin-2-yl)-7-oxa-2-azaspiro[3.5]nonane IC=1C=NC(=NC1)N1CC2(C1)CCOCC2